IC[2H] iodomethane-d